2-((4-(5-((4-cyanobenzyl)oxy)-1H-pyrazol-1-yl)piperidin-1-yl)methyl)-1-((1-ethyl-1H-imidazol-5-yl)methyl)-1H-benzo[d]imidazole-6-carboxylic acid C(#N)C1=CC=C(COC2=CC=NN2C2CCN(CC2)CC2=NC3=C(N2CC2=CN=CN2CC)C=C(C=C3)C(=O)O)C=C1